ClC1=C(C=CC=C1)CN1N=C(C=C1C1=CC(=CC=C1)OC)COC(C(=O)O)(CC)C 2-([1-[(2-Chlorophenyl)methyl]-5-(3-methoxyphenyl)-1H-pyrazol-3-yl]methoxy)-2-methylbutanoic acid